C1(=CC=CC=C1)CN1N=CC2=CC(=CC=C12)NC(=O)C1=CN=CS1 N-[1-(phenylmethyl)-1H-indazol-5-yl]-1,3-thiazole-5-carboxamide